Ethyl 2-(3-(6-((tert-butyldimethylsilyl)oxy)-5,5-dimethyl-1-((tetrahydro-2H-pyran-2-yl)oxy)hexyl)phenyl)acetate [Si](C)(C)(C(C)(C)C)OCC(CCCC(OC1OCCCC1)C=1C=C(C=CC1)CC(=O)OCC)(C)C